2-acetamido-3,4,6-tri-O-acetyl-2-deoxy-alpha-D-glucopyranosyl isothiocyanate C(C)(=O)N[C@H]1[C@H](O[C@@H]([C@H]([C@@H]1OC(C)=O)OC(C)=O)COC(C)=O)N=C=S